(4-amino-2,3,6-trifluorophenyl)-2,3-dihydropyridine NC1=C(C(=C(C(=C1)F)C1N=CC=CC1)F)F